FC=1C=C(C=C(C1)C(F)(F)F)B(O)O (3-fluoro-5-(trifluoromethyl)phenyl)boronic acid